tert-butyl (2-(benzofuran-5-yl(methyl)amino)-2-oxoethyl)carbamate O1C=CC2=C1C=CC(=C2)N(C(CNC(OC(C)(C)C)=O)=O)C